5-chloro-4-((4-fluorobenzyl)oxy)-2-fluoroaniline ClC=1C(=CC(=C(N)C1)F)OCC1=CC=C(C=C1)F